FC(OC=1C=C(C=CC1)N=C=O)(F)F 3-(trifluoromethoxy)phenyl isocyanate